C(C)(C)(C)[C@@H]1CC=2C=C3C(=NC2CC1)SC(=N3)C(=O)N[C@H](CCN(C)C)C3=CC(=CC=C3)C(=O)N3CC1(C3)CNC1 |r| rac-(7S)-7-tert-butyl-N-[rac-(1R)-1-[3-(2,6-diazaspiro[3.3]heptane-2-carbonyl)phenyl]-3-(dimethylamino)propyl]-5,6,7,8-tetrahydrothiazolo[5,4-b]quinoline-2-carboxamide